palladium phosphorane dichloride [Cl-].[Cl-].[PH5].[Pd+2]